4-(4-(3-fluoro-7-methoxy-1-methyl-9H-pyrido[3,4-b]indol-9-yl)butyl)morpholine FC1=CC2=C(N(C3=CC(=CC=C23)OC)CCCCN2CCOCC2)C(=N1)C